COC1=C(CN(S(=O)(=O)C2=C(C=C(C=C2F)F)F)C2=NC=CC=N2)C=CC(=C1)OC N-(2,4-dimethoxybenzyl)-2,4,6-trifluoro-N-(pyrimidine-2-yl)benzenesulfonamide